CC1CC(OC1)=O 4-methyl-dihydro-2(3H)-furanone